C(C)(=O)O[C@H]1CN([C@@H](C1)C(NCC1=CC=C(C=C1)C1=C(N=CS1)C)=O)C([C@H](C(C)(C)C)NC(COCCOCCO)=O)=O (3R,5S)-1-((S)-2-(2-(2-(2-hydroxyethoxy)ethoxy)acetamido)-3,3-dimethylbutanoyl)-5-((4-(4-methylthiazol-5-yl)benzyl)carbamoyl)pyrrolidin-3-yl acetate